ClC1=C(C=CC2=C1C(=N[C@H](C=1N2N=C(N1)NC(=O)NC1CC1)C)C1=C(C=CC=C1F)F)C(F)(F)F 1-[(4S)-7-chloro-6-(2,6-difluorophenyl)-4-methyl-8-(trifluoromethyl)-4H-[1,2,4]triazolo[1,5-a][1,4]benzodiazepine-2-Yl]-3-cyclopropyl-urea